N(=O)N(O)C1=CC=CC=C1 nitroso-phenylhydroxylamine